1-{4-[2-methyl-4-({(1R)-1-[2-methyl-3-(trifluoromethyl)phenyl]ethyl}amino)-pyrido[2,3-d]pyrimidin-6-yl]-3,6-dihydropyridin-1(2H)-yl}ethan-1-one CC=1N=C(C2=C(N1)N=CC(=C2)C=2CCN(CC2)C(C)=O)N[C@H](C)C2=C(C(=CC=C2)C(F)(F)F)C